norbornylsuccinic acid diisobutyl ester C(C(C)C)OC(C(CC(=O)OCC(C)C)C12CCC(CC1)C2)=O